2-(4-chloro-3-fluorophenoxy)-N-(3-{2-[(6-fluoro-5-methoxypyridin-3-yl)oxy]acetamido}bicyclo[1.1.1]pentan-1-yl)acetamide ClC1=C(C=C(OCC(=O)NC23CC(C2)(C3)NC(COC=3C=NC(=C(C3)OC)F)=O)C=C1)F